(4R)-4-amino-1-[4-[4-[4-[[trans-4-(aminomethyl)cyclohexyl]-difluoro-methyl]-6-chloro-2-pyridyl]piperazin-1-yl]sulfonylphenyl]pyrrolidin-2-one N[C@@H]1CC(N(C1)C1=CC=C(C=C1)S(=O)(=O)N1CCN(CC1)C1=NC(=CC(=C1)C(F)(F)[C@@H]1CC[C@H](CC1)CN)Cl)=O